3-methyl-N-((3-methylpyrazin-2-yl)methyl)-1,2,4-thiadiazole-5-carboxamide CC1=NSC(=N1)C(=O)NCC1=NC=CN=C1C